1-(N-indolyl)-3-methylenehept-4,6-diene N1(C=CC2=CC=CC=C12)CCC(C=CC=C)=C